IC=1C=C(C(=O)NC2=NC=CC=C2C(F)(F)F)C=CC1C 3-iodo-4-methyl-N-(3-(trifluoromethyl)pyridin-2-yl)benzamide